5-(5-methyl-2-(2-oxo-1,2,3,4-tetrahydroquinolin-6-ylamino)pyrimidin-4-ylamino)benzo[d]oxazol-2(3H)-one CC=1C(=NC(=NC1)NC=1C=C2CCC(NC2=CC1)=O)NC=1C=CC2=C(NC(O2)=O)C1